BrC1=CC2=C(OC3=C2C=CC=C3Cl)C=C1 2-bromo-6-chlorodibenzo[b,d]furan